2,6-dichloro-4-(perfluoropropan-2-yl)phenylhydrazine tert-butyl-(1-fluoro-4-(4,4,5,5-tetramethyl-1,3,2-dioxaborolan-2-yl)-5-((triisopropylsilyl)ethynyl)naphthalen-2-yl)carbamate C(C)(C)(C)N(C(O)=O)C1=C(C2=CC=CC(=C2C(=C1)B1OC(C(O1)(C)C)(C)C)C#C[Si](C(C)C)(C(C)C)C(C)C)F.ClC1=C(C(=CC(=C1)C(C(F)(F)F)(C(F)(F)F)F)Cl)NN